tert-butyl 3-(7-bromo-6-chloro-8-fluoro-2-(((2R,7aR)-2-fluorotetrahydro-1H-pyrrolizin-7a(5H)-yl)methoxy)quinazolin-4-yl)-3,8-diazabicyclo[3.2.1]octane-8-carboxylate BrC1=C(C=C2C(=NC(=NC2=C1F)OC[C@@]12CCCN2C[C@@H](C1)F)N1CC2CCC(C1)N2C(=O)OC(C)(C)C)Cl